4-decenal C(CCC=CCCCCC)=O